4-(3-bromophenyl)-1-methyl-1H-1,2,3-triazole BrC=1C=C(C=CC1)C=1N=NN(C1)C